FC1CN(C1)CCC=1N=C(C(N(C1)[C@H](C(=O)OC)CC(C)C)=O)C methyl (S)-2-(5-(2-(3-fluoroazetidin-1-yl) ethyl)-3-methyl-2-oxopyrazin-1(2H)-yl)-4-methylpentanoate